4-[[3-[1-(azetidin-3-yl)-3-(trifluoromethyl)pyrazol-4-yl]imidazo[1,2-a]pyrazin-8-yl]amino]-2-chloro-N-methylbenzamide hydrochloride Cl.N1CC(C1)N1N=C(C(=C1)C1=CN=C2N1C=CN=C2NC2=CC(=C(C(=O)NC)C=C2)Cl)C(F)(F)F